1-(2-iodophenyl)-(S)-1-methoxypropyl-(S)-2-bicyclo[2.2.1]heptanylcarbamate IC1=C(C=CC=C1)[C@]12[C@H](CC(CC1)C2)N(C([O-])=O)C(CC)OC